Cl.NC/C(/CN1N=CN(C1=O)C1=NC=C(C=C1C)C1=CC=C(C=C1)C1=NOC(=N1)C1CC1)=C\F 2-[(2E)-2-(aminomethyl)-3-fluoroprop-2-en-1-yl]-4-{5-[4-(5-cyclopropyl-1,2,4-oxadiazol-3-yl)phenyl]-3-methylpyridin-2-yl}-2,4-dihydro-3H-1,2,4-triazol-3-one hydrochloride